N-{4-fluoro-3-[5-(3-methylpyridin-2-yl)-2H-pyrazolo[3,4-b]pyridin-2-yl]phenyl}-4-(hydroxymethyl)-2-methyl-1,3-oxazole-5-carboxamide FC1=C(C=C(C=C1)NC(=O)C1=C(N=C(O1)C)CO)N1N=C2N=CC(=CC2=C1)C1=NC=CC=C1C